C1(=CC=CC=C1)C=1C(=C(C=CC1)C1=CC=CC=C1)NC1=CC=CC2=CC=CC=C12 phenylnaphthylaminobiphenyl